ClC1=C(C(=CC=C1)F)N1C=2N(C3=C(C1=O)C=NC(=N3)NC3=CC=C(C=C3)CN3CCOCC3)CCN2 6-(2-chloro-6-fluorophenyl)-2-((4-(morpholinylmethyl)phenyl)amino)-8,9-dihydroimidazo[1,2-a]pyrimido[5,4-e]pyrimidin-5(6H)-one